C1(=CC=CC=C1)C(CCN1CCC(CC1)CCCC1CCN(CC1)CCC(=C)C1=CC=CC=C1)=C 1,3-bis(1-(3-phenylbut-3-enyl)piperidin-4-yl)propane